2,7-diamino-9H-fluorene NC1=CC=2CC3=CC(=CC=C3C2C=C1)N